C(C)(=O)C=1C(=NC(=CC1)Cl)N1[C@H]2[C@H](CC1)N(CC2)C(=O)[O-] |r| rac-trans-1-(3-acetyl-6-chloro-2-pyridyl)-2,3,3a,5,6,6a-hexahydropyrrolo[3,2-b]pyrrole-4-carboxylate